ClC1=C(C=CC(=C1)Cl)C(CN1N=CN=C1)OCC1=C(C=C(C=C1)Cl)Cl 1-(2-(2,4-dichlorophenyl)-2-((2,4-dichlorophenyl)methoxy)ethyl)-1H-1,2,4-triazole